CN(C(=O)C1=CC=C(OC2=C(C=C3CCC(C3=C2)OP(=O)(NCCBr)NCCBr)[N+](=O)[O-])C=C1)C bis((2-bromoethyl)amino)phosphinic acid 6-(4-(dimethylcarbamoyl) phenoxy)-5-nitro-2,3-dihydro-1H-inden-1-yl ester